FC=1C(=C(C=CC1)C(C)NCC(=O)N1CC2CCC(C1)N2C2=NC=C(C#N)C=C2)OC Racemic-6-(3-((1-(3-fluoro-2-methoxyphenyl)ethyl)glycyl)-3,8-diazabicyclo[3.2.1]octan-8-yl)nicotinonitrile